(E)-3-(2-fluoro-4-methoxyphenyl)-1-(6-methoxy-4-hydroxy-2-methoxymethoxy-3-(3-methylbut-2-enyl)phenyl)prop-2-en-1-one FC1=C(C=CC(=C1)OC)/C=C/C(=O)C1=C(C(=C(C=C1OC)O)CC=C(C)C)OCOC